methyl (S)-1-methyl-7-(tolyloxy)-3,4-dihydroisoquinoline-3-carboxylate CC1=N[C@@H](CC2=CC=C(C=C12)OC1=C(C=CC=C1)C)C(=O)OC